NC1=NC=C(C(=N1)C1=CC=C(C=C1)NC(C)=O)C N-(4-(2-amino-5-methylpyrimidin-4-yl)phenyl)acetamide